N-(2-(4-((1R,4R)-2-oxa-5-azabicyclo[2.2.1]heptane-5-yl)piperidine-1-yl)-4-methoxy-5-((6-((R)-3-(3-(trifluoromethyl)phenyl)isoxazolidine-2-yl)pyrimidine-4-yl)amino)-phenyl)acrylamide [C@H]12OC[C@H](N(C1)C1CCN(CC1)C1=C(C=C(C(=C1)OC)NC1=NC=NC(=C1)N1OCC[C@@H]1C1=CC(=CC=C1)C(F)(F)F)NC(C=C)=O)C2